Octadec-1-yne C#CCCCCCCCCCCCCCCCC